N1=C(SC2=C1C1=C(C=C2)OCC1)N1C(NC2CN(CCC21)C)=O 1-(7,8-dihydrofuro[3,2-e][1,3]benzothiazol-2-yl)-5-methyl-octahydro-2H-imidazo[4,5-c]pyridin-2-one